sodium pentafluorobenzimidazolesulfinate FS(=O)([O-])C=1NC2=C(N1)C(=C(C(=C2F)F)F)F.[Na+]